N-(2-(3,5-di-tert-butyl-4-hydroxybenzyl)-4-chlorophenyl)-4-methylbenzenesulfonamide C(C)(C)(C)C=1C=C(CC2=C(C=CC(=C2)Cl)NS(=O)(=O)C2=CC=C(C=C2)C)C=C(C1O)C(C)(C)C